Cl.Cl.CN(C=1SC2=C(N=NC(=C2)C2=C(C=C(C=C2)C=2C=NNC2)O)N1)C1C(CN(CC1)C)(C)C 2-{6-[methyl(1,3,3-trimethylpiperidin-4-yl)amino][1,3]thiazolo[4,5-c]pyridazin-3-yl}-5-(1H-pyrazol-4-yl)phenol dihydrochloride